N-(4-(dimethylamino)benzyl)-7-(5-(trifluoromethyl)-1,2,4-oxadiazol-3-yl)imidazo[1,2-a]pyridine-2-carboxamide CN(C1=CC=C(CNC(=O)C=2N=C3N(C=CC(=C3)C3=NOC(=N3)C(F)(F)F)C2)C=C1)C